NC1=NN2C(N=CC=C2)=C1C(=O)NC(C)C1=CC(=C2C=NNC2=C1OCCCN)Cl 2-Amino-N-{1-[7-(3-aminopropoxy)-4-chloro-1H-indazol-6-yl]ethyl}pyrazolo[1,5-a]pyrimidine-3-carboxamide